CC(/C=C/C(C(=O)O)NC(=O)C1NCCN(C1)C1=NC=CC=C1)(C)C (E)-5,5-dimethyl-2-[4-(2-pyridinyl)-2-piperazinylcarbonylamino]-3-hexenoic acid